tert-butyl 4-(4-(4-(((2-(2,6-dioxopiperidin-3-yl)-1-oxoisoindolin-4-yl)amino)methyl)benzyl)piperazin-1-yl)butanoate O=C1NC(CCC1N1C(C2=CC=CC(=C2C1)NCC1=CC=C(CN2CCN(CC2)CCCC(=O)OC(C)(C)C)C=C1)=O)=O